N[C@H](C(=O)NCCNC(=O)C1=C(C(=C(S1)C(C(CC)C1=CC=C(C=C1)F)=O)C(=O)O)C)C(C)C 5-((2-((S)-2-amino-3-methylbutanamidyl)ethyl)carbamoyl)-2-(2-(4-fluorophenyl)butyryl)-4-methylthiophene-3-carboxylic acid